3-isopropylpyrrolidin-2-one C(C)(C)C1C(NCC1)=O